2-(4-pyridyl)propionic acid ethyl ester C(C)OC(C(C)C1=CC=NC=C1)=O